O1C(OCC1)C1=C(C(=C(C=O)C=C1)F)OCC1=CC=C(C=C1)OC 4-(1,3-dioxolan-2-yl)-2-fluoro-3-[(4-methoxyphenyl)methoxy]benzaldehyde